ClC1=C(C(=CC=C1C)F)C=1C=C2C(=NN(C2=CC1)C(C1=CC=CC=C1)(C1=CC=CC=C1)C1=CC=CC=C1)NC(=O)C1CCN(CC1)C N-[5-(2-chloro-6-fluoro-3-methylphenyl)-1-trityl-1H-indazol-3-yl]-1-methylpiperidine-4-carboxamide